tert-butyl 3-amino-3-(2,2,2-trifluoro-1-hydroxyethyl)piperidine-1-carboxylate NC1(CN(CCC1)C(=O)OC(C)(C)C)C(C(F)(F)F)O